benzyl 4-(2-(2-((1R,5S)-3-(3-amino-6-(2-hydroxyphenyl)pyridazin-4-yl)-3,8-diazabicyclo[3.2.1]octan-8-yl)phenoxy)ethyl)piperazine-1-carboxylate NC=1N=NC(=CC1N1C[C@H]2CC[C@@H](C1)N2C2=C(OCCN1CCN(CC1)C(=O)OCC1=CC=CC=C1)C=CC=C2)C2=C(C=CC=C2)O